NCCC(=O)N1C(CC(CC1(C)C)=CC=1N=NC(=CC1)C1=C(C=C(C=C1)C=1C=NNC1)O)(C)C 3-amino-1-(4-((6-(2-hydroxy-4-(1H-pyrazol-4-yl)phenyl)pyridazin-3-yl)methylene)-2,2,6,6-tetramethylpiperidin-1-yl)propan-1-one